NC1=C(C(=NC=N1)NCC1=C(C(=O)O)C=CC=C1)C1=CC=C(C=C1)OC1=CC=CC=C1 ((6-Amino-5-(4-phenoxy-phenyl)-pyrimidin-4-ylamino)-methyl)-benzoic acid